N-(1-(4-bromopyridin-2-yl)ethyl)-5-(4-(trifluoromethyl)phenoxy)-2-naphthamide BrC1=CC(=NC=C1)C(C)NC(=O)C1=CC2=CC=CC(=C2C=C1)OC1=CC=C(C=C1)C(F)(F)F